2-[1-[4-[6-(cyclobutylmethoxy)-2-pyridyl]-2,6-difluoro-phenyl]-4-piperidyl]acetic acid C1(CCC1)COC1=CC=CC(=N1)C1=CC(=C(C(=C1)F)N1CCC(CC1)CC(=O)O)F